C(C)OP(=O)(OCC)CC1=CC2=C(SC(=C2)C(=O)OCC=C)C=C1 allyl 5-((diethoxyphosphoryl)methyl)benzo[b]thiophene-2-carboxylate